NC=1C(=C(C=CC1)SC=1N=CC(=NC1)N1CC=C(C=C1)C)Cl 1-(5-((3-amino-2-chlorophenyl)thio)pyrazin-2-yl)-4-methylpyridine